1-methyl-2'-O-methyl-guanosine CN1C(C=2N=CN([C@H]3[C@H](OC)[C@H](O)[C@@H](CO)O3)C2N=C1N)=O